NC=1C=C(C=C(C1)OC1CCC(CC1)(F)F)C1=NNC(O1)=O 5-(3-amino-5-(((4,4-difluorocyclohexyl)oxy))phenyl)-1,3,4-oxadiazol-2(3H)-one